lithium magnesium 2-propanide dichloride [Cl-].[Cl-].C[CH-]C.[Mg+2].[Li+]